C(N)(OC(CCCCCNCCCN)(C)C)=O [4-(3-amino-propylamino) butyl]-tert-butyl carbamate